2-((methylthio)methyl)-4-nitrobenzonitrile CSCC1=C(C#N)C=CC(=C1)[N+](=O)[O-]